tert-Butyl 1-((2S,3S)-1-methyl-5-oxo-2-(pyridin-3-yl)pyrrolidin-3-yl)-1,7-dioxo-5,11-dioxa-2,8-diazatetradecan-14-oate CN1[C@@H]([C@H](CC1=O)C(NCCOCC(NCCOCCC(=O)OC(C)(C)C)=O)=O)C=1C=NC=CC1